C(#N)CCN(CCC[Si](OC)(OC)OC)CCN N-cyanoethyl-N-(beta-aminoethyl)-gamma-aminopropyltrimethoxysilane